4,5,6,7-tetrahydro-1H-imidazo[5,4-c]pyridine-5-carboxylic acid-2-methylpropan-2-yl ester CC(C)(C)OC(=O)N1CC2=C(CC1)NC=N2